C(C)(C)N1C(C=C(C=C1)C(=O)OC)=O methyl 1-isopropyl-2-oxo-1,2-dihydropyridine-4-carboxylate